CC1=CC=CC2=CC=CC=C12 Methyl-1-naphthalene